4,4,5,5-Tetramethyl-2-(1-{[6-(trifluoromethyl)-3-pyridyl]methyl}-1H-pyrazol-4-yl)-1,3,2-dioxaborolane CC1(OB(OC1(C)C)C=1C=NN(C1)CC=1C=NC(=CC1)C(F)(F)F)C